bromooxirane BrC1OC1